3-(2-chloro-5-(trifluoromethyl)pyrimidin-4-yl)-6-methoxy-1-methyl-1H-indole ClC1=NC=C(C(=N1)C1=CN(C2=CC(=CC=C12)OC)C)C(F)(F)F